methyl 3-((3-(((t-butyldimethylsilyl) oxy) methyl) phenoxy) methyl)-4-fluorobenzoate [Si](C)(C)(C(C)(C)C)OCC=1C=C(OCC=2C=C(C(=O)OC)C=CC2F)C=CC1